ClC1=CC=C(OCC2=CC=C(C(=O)N3[C@@H](CC[C@@H]3C3=C(C=CC=C3)Cl)C(=O)O)C=C2)C=C1 (2S,5R)-1-(4-((4-chlorophenoxy)methyl)benzoyl)-5-(2-chlorophenyl)pyrrolidine-2-carboxylic acid